CC=1OC=CN1 methyl-1,3-oxazol